C(C)(C)(C)OC(=O)N1C[C@@H]2COC3=C(CN2CC1)C=C(C(=C3F)C3=C(C=CC=C3OC)Cl)OC3CC3 (12AR)-9-(2-chloro-6-methoxyphenyl)-8-(cyclopropyloxy)-10-fluoro-3,4,12,12a-tetrahydro-6H-pyrazino[2,1-c][1,4]benzoxazepine-2(1H)-carboxylic acid tert-butyl ester